N-(2,4-dimethoxybenzyl)-6,11-dimethyl-1,2,3,4,5,6-hexahydro-2,6-methanobenzo[d]azocine-8-carboxamide hydrochloride Cl.COC1=C(CNC(=O)C2=CC3=C(CC4NCCC3(C4C)C)C=C2)C=CC(=C1)OC